N-((1S,3S)-3-((5-(3-methyl-2,5-dioxoimidazolidin-1-yl)pyridin-2-yl)amino)cyclopentyl)cyanamide CN1C(N(C(C1)=O)C=1C=CC(=NC1)N[C@@H]1C[C@H](CC1)NC#N)=O